methylsulfonyl-propionic acid methyl ester COC(C(C)S(=O)(=O)C)=O